NC=1N=NC(=CC1C1=CC=C(C=C1)C1=NOC(=C1)C(C(=O)O)C(C)C)OC 2-(3-(4-(3-amino-6-methoxypyridazin-4-yl)phenyl)isoxazol-5-yl)-3-methylbutanoic acid